FC=1C=C(C=CC1)[C@H]([C@H]1CNC2=C(N1)N=CC=C2)NC[C@H](C)C2=CC=C(C=C2)CC(=O)O |&1:20| 2-(4-((R and S)-1-(((R)-(3-fluorophenyl)((R)-1,2,3,4-tetrahydropyrido[2,3-b]pyrazin-3-yl)methyl)amino)propan-2-yl)phenyl)acetic acid